4-(1-(4-(Trifluoromethoxy)phenyl)-1H-1,2,4-triazol-3-yl)phenethyl (Z)-(3-(2-(sec-butyl)-5-methoxyphenyl)-4-oxothiazolidin-2-ylidene)carbamate C(C)(CC)C1=C(C=C(C=C1)OC)N1/C(/SCC1=O)=N/C(OCCC1=CC=C(C=C1)C1=NN(C=N1)C1=CC=C(C=C1)OC(F)(F)F)=O